methyl 2-{2-cyclopropyl-3',5'-difluoro-[1,1'-biphenyl]-3-yl}acetate C1(CC1)C1=C(C=CC=C1CC(=O)OC)C1=CC(=CC(=C1)F)F